CN1C(=CC2=CC=CC=C12)C(=O)N1CCC(CC1)CCCCNC(=O)C1=CC=2C=NC=CC2N1 N-(4-{1-[(1-methyl-1H-indol-2-yl)carbonyl]piperidin-4-yl}butyl)-1H-pyrrolo[3,2-c]pyridine-2-carboxamide